(S)-N-(2-Chloro-6-fluorophenyl)-4-(1-cyclopropyl-5-(hydroxymethyl)-1H-1,2,4-triazol-3-yl)-5-fluoro-2-((1,1,1-trifluoropropan-2-yl)oxy)benzamide ClC1=C(C(=CC=C1)F)NC(C1=C(C=C(C(=C1)F)C1=NN(C(=N1)CO)C1CC1)O[C@H](C(F)(F)F)C)=O